glutaric acid p-toluenesulfonate salt CC1=CC=C(C=C1)S(=O)(=O)O.C(CCCC(=O)O)(=O)O